2-isopropyl-2,3-dimethylbutyramide C(C)(C)C(C(=O)N)(C(C)C)C